C(C)(=O)NC1=C(C=CC=C1)[C@@H]1C2=C(N(C([C@H]1NC(C1=CC(=CC=C1)C(F)(F)F)=O)=O)CC)N(N=C2)C2=CC=CC=C2 |r| rac-N-((4R,5S)-4-(2-acetamidophenyl)-7-ethyl-6-oxo-1-phenyl-4,5,6,7-tetrahydro-1H-pyrazolo[3,4-b]pyridin-5-yl)-3-(trifluoromethyl)benzamide